3-(4-isopropylphenyl)-2-methylpropanoic acid C(C)(C)C1=CC=C(C=C1)CC(C(=O)O)C